C[C@H](C(=O)C1=CC=CC=C1)[NH2+]C The molecule is an ammonium ion derivative that is the conjugate acid of (R)-methcathinone obtained from the protonation of the amino group. It is the major species at pH 7.3. It is a conjugate acid of a (R)-methcathinone. It is an enantiomer of a (S)-methcathinone(1+).